[6-[3-(1-hydroxycyclopropyl)-1,2,4-triazol-1-yl]-2-azaspiro[3.3]heptan-2-yl]-[6-[[3-(trifluoromethyl)isothiazol-5-yl]methyl]-2,6-diazaspiro[3.3]heptan-2-yl]methanone OC1(CC1)C1=NN(C=N1)C1CC2(CN(C2)C(=O)N2CC3(C2)CN(C3)CC3=CC(=NS3)C(F)(F)F)C1